COC1=NC=C(C(=N1)OC)C=1C=C(C=2N(N1)C=CN2)[C@@H]2[C@H](C2)C2=CC=C1C3(C(N(C1=C2)CC(C(F)F)(F)F)=O)CC3 6'-((1S,2S)-2-(6-(2,4-dimethoxypyrimidin-5-yl)imidazo[1,2-b]pyridazin-8-yl)cyclopropyl)-1'-(2,2,3,3-tetrafluoropropyl)spiro[cyclopropane-1,3'-indolin]-2'-one